BrCC(=O)C1=NC=CC(=C1)C 2-bromo-1-(4-methylpyridin-2-yl)ethan-1-one